CC=1C=C(C(=O)N\N=C(\C)/C2=NC=CC=C2)C=CC1C (Z)-3,4-dimethyl-N'-(1-(pyridin-2-yl)ethylidene)benzohydrazide